2-(3-chlorobenzylideneamino)-3-meth-ylbutanoic acid ClC=1C=C(C=NC(C(=O)O)C(C)C)C=CC1